(2S,4R)-N-[1-[2-chloro-4-[[3-[3-(trifluoromethyl)-1H-pyrazol-4-yl]imidazo[1,2-a]pyrazin-8-yl]amino]benzoyl]azetidin-3-yl]-4-hydroxypyrrolidine-2-carboxamide ClC1=C(C(=O)N2CC(C2)NC(=O)[C@H]2NC[C@@H](C2)O)C=CC(=C1)NC=1C=2N(C=CN1)C(=CN2)C=2C(=NNC2)C(F)(F)F